FC1(C(=CC=CC1N)C1=C(C=CC=C1)F)N 2,2'-difluorobiphenyldiamine